1-(3-fluoro-5-nitrophenylmethyl)-4-methylpiperazine FC=1C=C(C=C(C1)[N+](=O)[O-])CN1CCN(CC1)C